(S and R)-6-(3-Chloro-6-(difluoromethyl)-2-fluorophenyl)-N-(1-(1-(2-(3-methyl-2-oxoimidazolidin-1-yl)pyrimidin-5-yl)ethyl)-1H-pyrazol-4-yl)pyrazine-2-carboxamide ClC=1C(=C(C(=CC1)C(F)F)C1=CN=CC(=N1)C(=O)NC=1C=NN(C1)[C@@H](C)C=1C=NC(=NC1)N1C(N(CC1)C)=O)F |r|